1-{3-[(4-{[4-amino-6-oxo-3-({4-[3-(trimethylammonio)pyrrolidin-1-yl]phenyl}imino)cyclohexa-1,4-dien-1-yl]amino}phenyl)amino]propyl}-3-methyl-1H-imidazol-3-ium NC=1C(C=C(C(C1)=O)NC1=CC=C(C=C1)NCCCN1C=[N+](C=C1)C)=NC1=CC=C(C=C1)N1CC(CC1)[N+](C)(C)C